ClC1=C(C=CC(=C1)F)CC(=O)NC1=CC(=NC=C1)N(C(C)=O)C1=CC(=C(C(=C1)F)OC)F N-{4-[2-(2-chloro-4-fluorophenyl)acetamido]pyridin-2-yl}-N-(3,5-difluoro-4-methoxyphenyl)acetamide